ClC=1C(=C(C=CC1)NC1=C(NC2=C1C(NCC2)=O)C2=CC=NC1=C2N=C(N=C1)OC1CC1)OC 3-[(3-chloro-2-methoxyphenyl)amino]-2-{2-cyclopropoxy-pyrido[3,2-d]pyrimidin-8-yl}-1H,5H,6H,7H-pyrrolo[3,2-c]pyridin-4-one